CN(C)CC=1C=C(N)C=CC1 3-((dimethylamino)methyl)aniline